(13S)-13-methyl-8,11,14-trioxa-4,5,19,20,23-pentaazatetracyclo[13.5.2.12,5.018,21]tricosa-1(20),2(23),3,15(22),16,18(21)-hexaene C[C@H]1COCCOCCN2N=CC(C3=NNC=4C=CC(O1)=CC34)=N2